2-n-butoxyethanol CCCCOCCO